trans-2-Cyanocyclopentyl (8-chloro-7-fluoro-6-(8-methyl-2,3-dihydro-1H-pyrido[2,3-b][1,4]oxazin-7-yl)isoquinolin-3-yl)carbamate ClC=1C(=C(C=C2C=C(N=CC12)NC(O[C@H]1[C@@H](CCC1)C#N)=O)C1=C(C2=C(OCCN2)N=C1)C)F